C(C)OC([C@@H]([C@@H](N[S@](=O)C(C)(C)C)C1=C(C=CC(=C1)Br)F)F)=O (2R,3S)-3-(5-bromo-2-fluorophenyl)-3-((R)-1,1-dimethylethylsulfinamido)-2-fluoropropionic acid ethyl ester